2-(8-chloro-1-naphthyl)-2,2-difluoro-acetic acid ClC=1C=CC=C2C=CC=C(C12)C(C(=O)O)(F)F